N1C(=NC=C1)C(C(=O)N)=C imidazolylacrylamide